[Na+].[Na+].P(=O)([O-])([O-])OC[C@@H]1[C@H]([C@H]([C@@H](O1)N1C(=O)NC(=O)C=C1)O)O uridine-5'-monophosphate disodium